(S)-N-(5-(3,4-difluorophenoxy)pyridin-2-yl)-2-(3,3-dimethyl-4-(6-oxo-1,6-dihydropyridine-3-carbonyl)piperazin-1-yl)propanamide FC=1C=C(OC=2C=CC(=NC2)NC([C@H](C)N2CC(N(CC2)C(=O)C2=CNC(C=C2)=O)(C)C)=O)C=CC1F